4-(3-(4-methoxybenzyl)-5-methyl-1H-1,2,4-triazol-1-yl)-1-methylpiperidine COC1=CC=C(CC2=NN(C(=N2)C)C2CCN(CC2)C)C=C1